FC1=C(N(C(=C1C(CN1C2[C@@H](CC1CC2)O)=O)C)C2=CC=C(C#N)C=C2)C (±)-4-(3-fluoro-4-(2-((2R)-2-hydroxy-7-azabicyclo[2.2.1]heptan-7-yl)acetyl)-2,5-dimethyl-1H-pyrrol-1-yl)benzonitrile